[I-].C(C(=C)C)(=O)N methacrylamide iodide